N1CC[C@H]2[C@@H]1CN(CC2)C2=NC1=C(N2CC2=NC=C(C#N)C=C2)C=CC=C1 6-((2-((3aR,7aR)-Hexahydro-1H-pyrrolo[2,3-c]pyridin-6(2H)-yl)-1H-benzo[d]imidazol-1-yl)methyl)nicotinonitril